4-(1,2,3,4-tetrahydroquinoline-2-yl)benzoic acid N1C(CCC2=CC=CC=C12)C1=CC=C(C(=O)O)C=C1